N-(6-(4,6-dimethylpyridin-3-yl)benzo[d]thiazol-2-yl)-2-fluorocyclopropane-1-carboxamide CC1=C(C=NC(=C1)C)C1=CC2=C(N=C(S2)NC(=O)C2C(C2)F)C=C1